ClC1=C(C(=C(C=C1OC)OC)Cl)NC(N(C1=NC=NC(=C1)NC1=CC=C(C=C1)N1CCNCC1)C)=O 3-(2,6-dichloro-3,5-dimethoxyphenyl)-1-methyl-1-(6-((4-(piperazin-1-yl)phenyl)amino)pyrimidin-4-yl)urea